C1(=CC=CC=C1)C[C@@H](C#C)NC(OCC1=CC=CC=C1)=O (S)-benzyl (1-phenylbut-3-yn-2-yl)carbamate